tert-butyl 5-(pyridin-2-ylsulfonyl)-3,4,5,6-tetrahydropyrrolo[3,4-c]pyrrole-2(1H)-carboxylate N1=C(C=CC=C1)S(=O)(=O)N1CC2=C(C1)CN(C2)C(=O)OC(C)(C)C